(1aS,7bR)-5-[2-((Z)-3-diethylaminoprop-1-enyl)-4-fluorobenzene-sulfonylamino]-1,1-difluoro-1,1a,2,7b-tetrahydrocyclopropa[c]chromene-4-carboxylic acid C(C)N(C\C=C/C1=C(C=CC(=C1)F)S(=O)(=O)NC1=CC=C2[C@H]3[C@@H](COC2=C1C(=O)O)C3(F)F)CC